OC1=CC=C2CCC(OC2=C1O)C1=CC=CC=C1 7,8-dihydroxyflavane